NC1=C(C(=NN1C(C(F)(F)F)C)C1=CC=C(C=N1)C(C(=O)NC1=NOC(=C1)C(C(F)(F)F)(C)C)C)C#N 2-(6-[5-Amino-4-cyano-1-[1,1,1-trifluoropropan-2-yl]pyrazol-3-yl]pyridin-3-yl)-N-[5-(1,1,1-trifluoro-2-methylpropan-2-yl)-1,2-oxazol-3-yl]propanamide